FC1=C(C(=C(C(=C1F)F)F)F)[B-](C1=C(C(=C(C(=C1F)F)F)F)F)(C1=C(C(=C(C(=C1F)F)F)F)F)C1=C(C(=C(C(=C1F)F)F)F)F.C[NH+](C1=CC=C(C=C1)CCCCCCCCCCCC)CCCCCCCCCCCCCCCCCC N-methyl-4-dodecyl-N-octadecyl-anilinium tetrakis(perfluorophenyl)borate